NC1NCCC(C1)(C)C 2-amino-4,4-dimethylpiperidine